C(CCCCCCC\C=C/CCCCCCCC)(=O)[O-].[Fe+2].C(CCCCCCC\C=C/CCCCCCCC)(=O)[O-] Ferrous oleate